C(C)C=1C=CC=C2C=CC=C(C12)N1CC=2N=C(N=C(C2CC1)N1CC2C(C1)CNC2=O)OCC21CCCN1CCC2 5-(7-(8-ethylnaphthalen-1-yl)-2-((hexahydro-1H-pyrrolizin-7a-yl)methoxy)-5,6,7,8-tetrahydropyrido[3,4-d]pyrimidin-4-yl)hexahydropyrrolo[3,4-c]pyrrol-1(2H)-one